6-(4-(4-cyanophenyl)-5-hydroxy-3-methyl-1H-pyrazol-1-yl)-N-methylpyridine-3-sulfonimidamide C(#N)C1=CC=C(C=C1)C=1C(=NN(C1O)C1=CC=C(C=N1)S(=O)(NC)=N)C